C(=C)C1(C(CC(CC1)C(=C)C)C(=C)C)C 1-vinyl-1-methyl-2,4-bis(prop-1-en-2-yl)cyclohexane